C(CCCCCCCCCCCCC)NC(CN)C myristylpropylenediamine